C(C)(C)(C)OC(CCOC1=C(C=CC=C1)C1=CC(=CC=C1)CC1N(CCCC1NS(N(C)C)(=O)=O)C(=O)OC(C)(C)C)=O tert-butyl 2-((2'-(3-(tert-butoxy)-3-oxopropoxy)-[1,1'-biphenyl]-3-yl)methyl)-3-((N,N-dimethylsulfamoyl)amino)piperidine-1-carboxylate